diethylene glycol bis(ethyl malonate) C(C)C(C(=O)O)C(=O)O.C(C)C(C(=O)O)C(=O)O.C(COCCO)O